2,3-diphosphoglyceric acid P(=O)(O)(O)OC(C(=O)O)COP(=O)(O)O